N-(3-(8-((2R,3aS,6aS)-3a-fluoro-5-methyloctahydropyrrolo[3,4-b]pyrrol-2-yl)-3-(2,2,2-trifluoroethyl)imidazo[1,2-a]pyridin-2-yl)prop-2-yn-1-yl)-2-methoxy-4-(methylsulfonyl)aniline F[C@@]12[C@@H](N[C@H](C1)C=1C=3N(C=CC1)C(=C(N3)C#CCNC3=C(C=C(C=C3)S(=O)(=O)C)OC)CC(F)(F)F)CN(C2)C